OC[C@H](C)NC(OC)=O (S)-Methyl 1-hydroxypropan-2-ylcarbamate